N-{(2S,3R,4S)-4-fluoro-1-(oxetane-2-carbonyl)-2-[(2,2',5'-trifluoro[1,1'-biphenyl]-3-yl)methyl]pyrrolidin-3-yl}-ethanesulfonamide F[C@@H]1[C@@H]([C@@H](N(C1)C(=O)C1OCC1)CC=1C(=C(C=CC1)C1=C(C=CC(=C1)F)F)F)NS(=O)(=O)CC